((2S,5S)-2,3-dihydro-2,5-methanobenzo[f][1,4]oxazepin-4(5H)-yl)(4-fluorobicyclo[2.2.1]heptan-1-yl)methanone O1[C@@H]2CN([C@H](C3=C1C=CC=C3)C2)C(=O)C23CCC(CC2)(C3)F